CCC(C(=O)[O-])(F)C1=C(C(=CC=C1)Cl)C1CC1 methyl-(3-chloro-2-cyclopropyl-phenyl)-2-fluoro-propionate